ClC=1C=C2C(=C3C1NC(NC31CCCCC1)=O)OC(=N2)C(=O)NCCOC 5-chloro-N-(2-methoxyethyl)-7-oxo-7,8-dihydro-6H-spiro[[1,3]oxazolo[5,4-f]quinazoline-9,1'-cyclohexane]-2-carboxamide